2,4-difluoro-6-(2-methyl-1H-benzimidazol-5-yl)phenol FC1=C(C(=CC(=C1)F)C1=CC2=C(NC(=N2)C)C=C1)O